N-methyl-N-(2-methylaminopropyl)acetamide CN(C(C)=O)CC(C)NC